Diphenyl(4-(4-iodobenzene-1-sulfonyloxy)phenyl)sulfonium C1(=CC=CC=C1)[S+](C1=CC=C(C=C1)OS(=O)(=O)C1=CC=C(C=C1)I)C1=CC=CC=C1